(S)-4-(5-(5-fluoro-2-methoxypyridin-4-yl)-1H-pyrazole-3-carbonyl)-N-((3r,6S)-1-methyl-6-(trifluoromethyl)piperidin-3-yl)-4-azaspiro[2.5]octane-7-carboxamide FC=1C(=CC(=NC1)OC)C1=CC(=NN1)C(=O)N1C2(CC2)C[C@H](CC1)C(=O)N[C@H]1CN([C@@H](CC1)C(F)(F)F)C